bis(α-t-butylperoxy isopropyl)benzenebenzyl 4-((2-(tert-butoxy)-2-oxoethyl) ((chloromethoxy) carbonyl) amino)-2,2-dimethylbutyrate C(C)(C)(C)OC(CN(CCC(C(=O)OC(C1=CC=CC=C1C1=CC=CC=C1)(C(C)(C)OOC(C)(C)C)C(C)(C)OOC(C)(C)C)(C)C)C(=O)OCCl)=O